C1(CCCCC1)CC/C=C/C(=O)OC(C)(C)C (E)-Tert-butyl 5-cyclohexylpent-2-enoate